[K+].C(CN([C@@H](CCC(=O)O)C(=O)O)CC(=O)[O-])(=O)[O-].[K+] glutamic acid diacetate potassium salt